2,3,3-trimethyl-1-propyl-3H-indole-1-ium iodide [I-].CC1=[N+](C2=CC=CC=C2C1(C)C)CCC